1-(tetrahydrofuran-3-yl)-N-(5-(4-(trifluoromethyl)phenethoxy)-1H-indol-3-yl)methanesulfonamide O1CC(CC1)CS(=O)(=O)NC1=CNC2=CC=C(C=C12)OCCC1=CC=C(C=C1)C(F)(F)F